Cl.CN(CC(=O)NC1=CC=C2C(N(C=NC2=C1)CC1(CCNCC1)O)=O)C 2-(dimethylamino)-N-(3-((4-hydroxypiperidin-4-yl)methyl)-4-oxo-3,4-dihydroquinazolin-7-yl)acetamide hydrochloride